1-(3-methylphenyl)-4-{3-[(7-trifluoromethylquinolin-4-yl)amino]formylphenyl}piperazine CC=1C=C(C=CC1)N1CCN(CC1)C1=CC(=CC=C1)C(=O)NC1=CC=NC2=CC(=CC=C12)C(F)(F)F